2-(4-(2-bromo-5-chlorophenyl)-2-oxapiperazin-1-yl)-3-phenylpropionic acid methyl ester COC(C(CC1=CC=CC=C1)N1OCN(CC1)C1=C(C=CC(=C1)Cl)Br)=O